(3-isopropyl-2-(2-methylpyridin-4-yl)-1H-indol-5-yl)(5-methyl-hexahydropyrrolo[3,4-c]pyrrol-2(1H)-yl)methanone C(C)(C)C1=C(NC2=CC=C(C=C12)C(=O)N1CC2CN(CC2C1)C)C1=CC(=NC=C1)C